4-(((1-(2-Bromoethyl)-1H-1,2,3-triazol-4-yl)methyl)(methyl)amino)-2-(2,6-dioxopiperidin-3-yl)isoindoline-1,3-dione BrCCN1N=NC(=C1)CN(C1=C2C(N(C(C2=CC=C1)=O)C1C(NC(CC1)=O)=O)=O)C